4-(1-(dicyclopropylmethyl)-5-(3,5-dimethylisoxazol-4-yl)-1H-pyrrolo[2,3-b]pyridin-3-yl)-3-(2,2,2-trifluoroethoxy)benzoic acid C1(CC1)C(N1C=C(C=2C1=NC=C(C2)C=2C(=NOC2C)C)C2=C(C=C(C(=O)O)C=C2)OCC(F)(F)F)C2CC2